1-Acetyl-N-(3-{4-[4-(aminocarbonyl)benzyl]-1-piperidinyl}propyl)-N-(3-chloro-4-methylphenyl)-4-piperidinecarboxamide C(C)(=O)N1CCC(CC1)C(=O)N(C1=CC(=C(C=C1)C)Cl)CCCN1CCC(CC1)CC1=CC=C(C=C1)C(=O)N